C(C)(C)(C)OC(=O)N[C@H]([C@@H](C)OCC1=C(C=CC=C1)CCCCCC(=O)O)CCC(N)=O 6-[2-([[(2R,3S)-3-[(tert-butoxycarbonyl)amino]-5-carbamoylpentan-2-yl]oxy]methyl)phenyl]hexanoic acid